C(#N)C=1C(=CC(=NC1)NC(=O)N1C2CC(C3=CC(=C(N=C13)C=O)CN(C(CN(C)C)=O)C)(C2)F)NCCOC N-(5-cyano-4-((2-methoxyethyl)amino)pyridin-2-yl)-4-fluoro-7-formyl-6-((2-(dimethylamino)-N-methylacetamido)methyl)-3,4-dihydro-2,4-methylene-1,8-naphthyridine-1(2H)-carboxamide